O=C1N2C(=NC3=CC=CC=C13)SC(=N2)NC=2C=C(C(=O)NCC=1SC=CC1)C=CC2 3-((5-Oxo-5H-[1,3,4]thiadiazolo[2,3-b]quinazolin-2-yl)amino)-N-(thiophen-2-ylmethyl)benzamide